ClC1=C2C(=NC=C1)NC(=C2C2=CC=C1CCCN(C1=C2)C(C=C)=O)C2=CC(=CC=C2)OCCN(C)C 1-(7-(4-chloro-2-(3-(2-(dimethylamino)ethoxy)phenyl)-1H-pyrrolo[2,3-b]pyridin-3-yl)-3,4-dihydroquinolin-1(2H)-yl)prop-2-en-1-one